4-[1-(4-amino-2-ethyl-5-methoxy-phenyl)-4-piperidyl]piperazine NC1=CC(=C(C=C1OC)N1CCC(CC1)N1CCNCC1)CC